ClC1=C(OC2=NC=C(C=C2C(=O)NC=2C=NC(=CC2)F)C(F)(F)F)C=CC(=C1)OC(F)(F)F 2-[2-chloro-4-(tri-fluoromethoxy)-phenoxy]-N-(6-fluoro-3-pyridyl)-5-(trifluoromethyl)pyridine-3-carboxamide